ethyl (R,S)-indoline-2-carboxylate N1[C@H](CC2=CC=CC=C12)C(=O)OCC